3-amino-6-(4-chloro-2-methyl-phenyl)-5-trifluoromethyl-pyridine-2-carboxylic acid methyl ester COC(=O)C1=NC(=C(C=C1N)C(F)(F)F)C1=C(C=C(C=C1)Cl)C